5-ethynyl-1-methyl-1,3-benzodiazole C(#C)C1=CC2=C(N(C=N2)C)C=C1